C(C)(C)(C)OC(=O)N1CCC(=CC1)C1=C(C=C(C=C1)NC(=O)C1=CC(=C(C(=C1)F)C=1CCN(CC1)C(=O)OC(C)(C)C)F)OC tert-butyl 4-{4-[(4-{1-[(tert-butoxy)carbonyl]-1,2,3,6-tetrahydropyridin-4-yl}-3-methoxyphenyl) carbamoyl]-2,6-difluorophenyl}-1,2,3,6-tetrahydropyridine-1-carboxylate